Cl.CC1=C(C=CC=C1C(F)(F)F)C(C)N 1-(2-methyl-3-(trifluoromethyl)phenyl)ethan-1-amine hydrochloride